(1R,2R,3R,5R,6R)-2-amino-6-fluoro-3-[(4-fluorophenyl)methoxy]-2-{[(L-valyloxy)methoxy]carbonyl}bicyclo[3.1.0]hexane-6-carboxylic acid dihydrochloride Cl.Cl.N[C@@]1([C@@H]2[C@]([C@@H]2C[C@H]1OCC1=CC=C(C=C1)F)(C(=O)O)F)C(=O)OCOC([C@@H](N)C(C)C)=O